2-Chloro-4-(4-formylphenyl)thieno[3,2-d]pyrimidine ClC=1N=C(C2=C(N1)C=CS2)C2=CC=C(C=C2)C=O